ClC=1N=C(C2=C(N1)CN(C2)C(=O)OC(C)(C)C)C2=CC=CC=C2 tert-butyl 2-chloro-4-phenyl-5,7-dihydro-6H-pyrrolo[3,4-d]pyrimidine-6-carboxylate